N1(N=CN=C1)CCNC=1C(=CC=C(C1)NC1=CC=C(C=C1)F)C1=CC=CC=C1 N2-(2-(1H-1,2,4-triazol-1-yl)ethyl)-N4-(4-fluorophenyl)biphenyl-2,4-diamine